2-(3,4-difluorophenyl)-N-(2-(dimethylamino)ethyl)-5-(2-nitrophenyl)Oxazole-4-carboxamide FC=1C=C(C=CC1F)C=1OC(=C(N1)C(=O)NCCN(C)C)C1=C(C=CC=C1)[N+](=O)[O-]